2-(2-(6-(Trifluoromethyl)imidazo[1,2-a]pyrazin-3-yl)pyrimidin-4-yl)-8-oxa-2-azaspiro[4.5]decane FC(C=1N=CC=2N(C1)C(=CN2)C2=NC=CC(=N2)N2CC1(CC2)CCOCC1)(F)F